3-fluoro-N-(6-(5-fluoro-4-methylpyridin-3-yl)benzo[d]thiazol-2-yl)cyclobutane-1-carboxamide FC1CC(C1)C(=O)NC=1SC2=C(N1)C=CC(=C2)C=2C=NC=C(C2C)F